sulfuric acid mono(2-ethylhexyl)sodium salt C(C)C(C[Na])CCCC.S(O)(O)(=O)=O